3-fluoro-N-((6-(5-(trifluoromethyl)-1,2,4-oxadiazol-3-yl)imidazo[1,2-a]pyridin-2-yl)methyl)benzamide FC=1C=C(C(=O)NCC=2N=C3N(C=C(C=C3)C3=NOC(=N3)C(F)(F)F)C2)C=CC1